tert-butyl (Z)-4-(3-hydroxyprop-1-en-1-yl)piperidine-1-carboxylate OC\C=C/C1CCN(CC1)C(=O)OC(C)(C)C